tert-butyl (S)-4-(4-(1-(tert-butoxycarbonyl)pyrrolidin-2-yl)-6-chloroisoindoline-2-carboxamido)-1H-pyrazole-1-carboxylate C(C)(C)(C)OC(=O)N1[C@@H](CCC1)C1=C2CN(CC2=CC(=C1)Cl)C(=O)NC=1C=NN(C1)C(=O)OC(C)(C)C